(S)-2-((2-amino-5-(3-(quinuclidin-4-yl)-1,2,4-oxadiazol-5-yl)pyridin-4-yl)amino)-2-phenylethan-1-ol NC1=NC=C(C(=C1)N[C@H](CO)C1=CC=CC=C1)C1=NC(=NO1)C12CCN(CC1)CC2